C(C)(C)(C)OC(=O)N1C[C@@H]2COC3=C(CN2CC1)C=C(C(=C3Cl)Br)F (12AR)-9-bromo-10-chloro-8-fluoro-3,4,12,12a-tetrahydro-6H-pyrazino[2,1-c][1,4]benzoxazepine-2(1H)-carboxylic acid tert-butyl ester